2-(6-{5-chloro-2-[(oxacyclohex-4-yl)amino]pyrimidin-4-yl}-1-oxo-2,3-dihydro-1H-isoindol-2-yl)-N-[1-(3-fluoro-4-methoxyphenyl)ethyl]acetamide ClC=1C(=NC(=NC1)NC1CCOCC1)C1=CC=C2CN(C(C2=C1)=O)CC(=O)NC(C)C1=CC(=C(C=C1)OC)F